Cl.N1(CCOCC1)C(=O)OC1=C2C(=CNC2=CC=C1)CCN(C)C 3-(2-(Dimethylamino)ethyl)-1H-indol-4-yl morpholine-4-carboxylate hydrochloride